N-(5-(5-chlorothiophen-2-yl)-4-cyclobutyl-1H-pyrazol-3-yl)-2-(1-(trifluoromethyl)cyclopropyl)propenamide ClC1=CC=C(S1)C1=C(C(=NN1)NC(C(=C)C1(CC1)C(F)(F)F)=O)C1CCC1